3-cyano-1-(3,4-difluorophenyl)-2-phenyl-1-(3-tetrahydropyran-2-yloxypropyl)isourea C(#N)N=C(N(CCCOC1OCCCC1)C1=CC(=C(C=C1)F)F)OC1=CC=CC=C1